FC(S(=O)(=O)OC1=NC(=NC(=C1)[C@H](C)NC(=O)OC(C)(C)C)N1CCOCC1)(F)F (S)-6-(1-((tert-butoxycarbonyl)amino)ethyl)-2-morpholinopyrimidin-4-yl trifluoromethanesulfonate